N-[(ethoxy)carbonyl]methyl-D-leucyl-L-prolyl-{4-[N'-(ethoxycarbonyl)carbamimidoyl]benzyl}amide hydrochloride Cl.C(C)OC(=O)CN[C@H](CC(C)C)C(=O)N1[C@@H](CCC1)C(=O)[N-]CC1=CC=C(C=C1)C(N)=NC(=O)OCC